FC(CN1CCNCC1)(F)F (2,2,2-trifluoroethyl)piperazin